3,5-di(2-methoxy-4-aminophenoxy)aniline COC1=C(OC=2C=C(N)C=C(C2)OC2=C(C=C(C=C2)N)OC)C=CC(=C1)N